5,10,15,20-tetrakis(4-carboxymethyloxyphenyl)porphyrin bis(2,6-di-t-butyl-4-methylphenyl)diphosphite C(C)(C)(C)C1=C(C(=CC(=C1)C)C(C)(C)C)P(OP(O)(O)C1=C(C=C(C=C1C(C)(C)C)C)C(C)(C)C)(O)O.C(=O)(O)COC1=CC=C(C=C1)C=1C2=CC=C(N2)C(=C2C=CC(C(=C3C=CC(=C(C=4C=CC1N4)C4=CC=C(C=C4)OCC(=O)O)N3)C3=CC=C(C=C3)OCC(=O)O)=N2)C2=CC=C(C=C2)OCC(=O)O